C1(=CC=CC=C1)N1CCC(CC1)=O 1-Phenylpiperidin-4-one